Cyclohexan-methanamin C1(CCCCC1)CN